(2S,5R)-5-(2-chlorophenyl)-1-(3-methoxy-4-(6-methoxypyridin-3-yl)benzoyl)pyrrolidine-2-carboxylic acid ClC1=C(C=CC=C1)[C@H]1CC[C@H](N1C(C1=CC(=C(C=C1)C=1C=NC(=CC1)OC)OC)=O)C(=O)O